ClC1=NC=C(C(=O)\N=C/N(C)C)C(=C1)C (Z)-6-chloro-N-((dimethylamino)methylene)-4-methylnicotinamide